N[C@H](C=1OC2=C(N1)C=C(C=C2)[C@@H](COC)N2C(N[C@@H](C2)C(F)F)=O)C2CCC(CC2)(F)F (S)-1-((S)-1-(2-((S)-Amino(4,4-difluorocyclohexyl)methyl)benzo[d]oxazol-5-yl)-2-methoxyethyl)-4-(difluoromethyl)imidazolidin-2-one